[1-(3-bromopropoxy)-1-methyl-ethyl]-trimethyl-silane BrCCCOC(C)(C)[Si](C)(C)C